FC12CC(C1)(C2)C=CCCCCCCCCCC(=O)O 12-(3-fluoro-bicyclo[1.1.1]pent-1-yl)dodeca-11-enoic acid